ClC1=C(C=CC(=C1)Cl)[C@@H]1OC2=C(OC1)C=CC=C2C2CCN(CC2)CC2=NC1=C(N2)C=C(C=C1)C(=O)O 2-((4-((S)-3-(2,4-dichlorophenyl)-2,3-dihydrobenzo[b][1,4]dioxin-5-yl)piperidin-1-yl)methyl)-1H-benzo[d]imidazole-6-carboxylic acid